(E)-bis(4-fluoro-3-(trifluoromethyl)phenyl)-6-nitroquinoxaline-2,3-diamine FC1=C(C=C(C=C1)C1=C(C(=C2N=C(C(=NC2=C1)N)N)C1=CC(=C(C=C1)F)C(F)(F)F)[N+](=O)[O-])C(F)(F)F